tert-butyl 3-(4-(5-(trifluoromethyl)pyrimidin-2-yl)piperazine-1-carbonyl)azetidine-1-carboxylate FC(C=1C=NC(=NC1)N1CCN(CC1)C(=O)C1CN(C1)C(=O)OC(C)(C)C)(F)F